C(C#C)N1CCC2(COC2)CC1 7-(prop-2-yn-1-yl)-2-oxa-7-azaspiro[3.5]nonane